1-benzylsulfanyl-4-(cyclopropoxy)benzene C(C1=CC=CC=C1)SC1=CC=C(C=C1)OC1CC1